7-bromo-3-butyl-8-methoxy-5-phenyl-2,3-dihydro-1,5-benzothiazepine-4(5H)-one BrC=1C(=CC2=C(N(C(C(CS2)CCCC)=O)C2=CC=CC=C2)C1)OC